C(C)(C)(C)N1C=C(C=2C1=NC=CC2)C2=CC(=C(C=C2)Cl)F 1-(tertbutyl)-3-(4-chloro-3-fluorophenyl)-1H-pyrrolo[2,3-b]pyridin